CC(C)(OC(NCCOCCOCCOCC(=O)OCC)=O)C ethyl 2,2-dimethyl-4-oxo-3,8,11,14-tetraoxa-5-azahexadecan-16-oate